BrC=1C=C(C=C(C1C1CC1)Cl)O 3-bromo-5-chloro-4-cyclopropylphenol